C(C)OC=1C=C(C=C(C1C)OCC)[C@@H](C)NC(CCCC(C)C)=O N-[(1R)-1-(3,5-diethoxy-4-methylphenyl)ethyl]-5-methylhexanamide